4-{4-[(5S)-(Aminomethyl)-2-oxo-1,3-oxazolidin-3-yl]-phenyl}-morpholin-3-on NCC1N(C(OC1)=O)C1=CC=C(C=C1)N1C(COCC1)=O